5,6-difluoro-N-methyl-1H-indole-2-carboxamide FC=1C=C2C=C(NC2=CC1F)C(=O)NC